IC=1C=NN2C1C(N(C[C@@H]2C)C2=CC=C(C=C2)C(F)(F)F)=O (7S)-3-iodo-7-methyl-5-[4-(trifluoromethyl)phenyl]-6,7-dihydropyrazolo[1,5-a]pyrazin-4(5H)-one